NC1C(CCCC1)OC=1C=C2CN(C(C2=CC1)=O)C1C(NC(CC1)=O)=O 3-(5-((2-aminocyclohexyl)oxy)-1-oxoisoindolin-2-yl)piperidine-2,6-dione